3a-hydroxy-7b-(4-(2-carboxyethyl)-1,2,3-triazol-1-yl)-5b-cholanoate O[C@H]1C[C@H]2C[C@@H]([C@H]3[C@@H]4CC[C@H]([C@@H](CCC(=O)[O-])C)[C@]4(CC[C@@H]3[C@]2(CC1)C)C)N1N=NC(=C1)CCC(=O)O